OC(C)(C)C1CCC1 3-(2-hydroxypropan-2-yl)cyclobutane